N-Boc-4,4'-bipiperidine C(=O)(OC(C)(C)C)N1CCC(CC1)C1CCNCC1